3-bromo-6-(morpholine-4-sulfonyl)-imidazo[1,2-a]pyridine BrC1=CN=C2N1C=C(C=C2)S(=O)(=O)N2CCOCC2